C(C1=CC=CC=C1)OC=1C(C(=CN2N3[C@@H](C=C[C@@H](N(C(C12)=O)C3)CF)C)C(=O)NCC3=C(C=C(C=C3)F)F)=O (1S,10R,13R)-6-benzyloxy-N-[(2,4-difluorophenyl)methyl]-10-(fluoromethyl)-13-methyl-5,8-dioxo-1,2,9-triazatricyclo[7.4.1.02,7]tetradeca-3,6,11-triene-4-carboxamide